6-(3-(1H-pyrazol-1-yl)phenyl)-5-methoxy-2-morpholino-N-(2-oxo-2-phenylethyl)pyrimidine-4-carboxamide N1(N=CC=C1)C=1C=C(C=CC1)C1=C(C(=NC(=N1)N1CCOCC1)C(=O)NCC(C1=CC=CC=C1)=O)OC